O[C@H]1C[C@H]2[C@@H]3CCC([C@@]3(C)CC[C@@H]2[C@]2(CCC(C=C12)=O)C)=O 6α-hydroxy-androstenedione